OC1CCN(CC1)CC1=C2C(=NC(=C1)C=1C=C3CN(C(C3=CC1)=O)C1C(NC(CC1)=O)=O)NC=C2 3-(5-(4-((4-hydroxypiperidin-1-yl)methyl)-1H-pyrrolo[2,3-b]pyridin-6-yl)-1-oxoisoindolin-2-yl)piperidine-2,6-dione